C1(=CC=CC=C1)N1N=C(C=C1N)C(F)(F)F 1-phenyl-3-(trifluoromethyl)-1H-pyrazol-5-amine